(S)-5-methoxy-4-((2-(4-(methoxycarbonyl)phenyl)-4-(1H-pyrazol-4-yl)piperidin-1-yl)methyl)-7-methyl-1H-indole-1-carboxylic acid tert-butyl ester C(C)(C)(C)OC(=O)N1C=CC2=C(C(=CC(=C12)C)OC)CN1[C@@H](CC(CC1)C=1C=NNC1)C1=CC=C(C=C1)C(=O)OC